(6-Chloro-7-fluoro-4-(3-methoxypyridin-4-yl)-1H-indol-2-yl)(4-(5-fluoro-3-methoxypyridin-2-yl)piperazin-1-yl)methanone ClC1=CC(=C2C=C(NC2=C1F)C(=O)N1CCN(CC1)C1=NC=C(C=C1OC)F)C1=C(C=NC=C1)OC